C(=O)=C1C(=C2N=CN=CC2=CN1)C#N 7-carbonyl-6,7-dihydropyrido[4,3-d]pyrimidine-8-carbonitrile